5,7-dimethylflavone CC1=C2C(C=C(OC2=CC(=C1)C)C1=CC=CC=C1)=O